1-(2-chlorophenyl)-3-[1-(4-chlorophenyl)-5-oxopyrrolidin-3-yl]thiourea ClC1=C(C=CC=C1)NC(=S)NC1CN(C(C1)=O)C1=CC=C(C=C1)Cl